Sodium cumenesulphonate di-tert-butyl-((1-(tert-butoxy)-6-(3-(3-ethynylphenyl)ureido)-1-oxohexan-2-yl)carbamoyl)glutamate C(C)(C)(C)[C@](N(C(NC(C(=O)OC(C)(C)C)CCCCNC(=O)NC1=CC(=CC=C1)C#C)=O)C(C)(C)C)(CCC(=O)O)C(=O)[O-].C=1(C(=CC=CC1)S(=O)(=O)O)C(C)C.[Na+]